ClC1=CC=C(C=C1)NC1=NC(=NC(=N1)N1CCOCC1)NC=1C=C(C=CC1)C(C)=O 1-{3-[4-(4-chlorophenylamino)-6-morpholin-4-yl-[1,3,5]triazin-2-ylamino]-phenyl}-ethanone